(4-allyloxy-3-((3-((tert-butyl(dimethyl)silyl)oxymethyl)phenoxy)methyl)phenyl)methyl methanesulfonate CS(=O)(=O)OCC1=CC(=C(C=C1)OCC=C)COC1=CC(=CC=C1)CO[Si](C)(C)C(C)(C)C